C1(=CC=CC=C1)NC(=S)N1C=COC2=C1C=CC=C2 N-phenyl-1,4-benzoxazine-4-thiocarboxamide